O1CC=CC2=NC=C(C=C21)B(O)O 2H-PYRANO[3,2-B]PYRIDIN-7-YLBORONIC ACID